4-(1-benzyl-1,2,3,6-tetrahydropyridin-4-yl)morpholine C(C1=CC=CC=C1)N1CCC(=CC1)N1CCOCC1